CN(C1=CC=C(S1)C=C1C(=NOC1=O)CC(=O)OC)C methyl 2-(4-((5-(dimethylamino)thiophen-2-yl)methylene)-5-oxo-4,5-dihydroisoxazol-3-yl)acetate